FC(C(CC(=O)C1=C2C(C(=NN(C2=CC=C1)C1=CC=C(C=C1)OC(F)(F)F)C(=O)O)=O)=O)F 5-(4,4-difluoro-3-oxo-butyryl)-4-oxo-1-[4-(trifluoromethoxy)phenyl]cinnoline-3-carboxylic acid